COC1=NC=C(C=C1)OC1=C(C=C(C=C1)[N+](=O)[O-])C 2-methoxy-5-(2-methyl-4-nitrophenoxy)pyridine